O1CC(=CC1)C(C1=CC=CC=C1)O (2,5-Dihydrofuran-3-yl)benzyl alcohol